1-isopropyl-8,12-dimethyl-4-methylenecyclotetradeca-7,11-diene-1,5-diol C(C)(C)C1(CCC(C(CC=C(CCC=C(CC1)C)C)O)=C)O